OB1C2=C(C=NO1)C=C(C=C2)C2=C(C=CC=C2)NC(C)C=2C=C(C=C1C(C(=C(OC21)N2CCCCC2)C)=O)C 8-(1-((2-(1-hydroxy-1H-benzo[d][1,2,6]oxazaborinin-6-yl)phenyl)amino)ethyl)-3,6-dimethyl-2-(piperidin-1-yl)-4H-chromen-4-one